Tert-Butyl 4-(8-fluoro-3-nitro-2H-chromen-7-yl)piperazine-1-carboxylate FC=1C(=CC=C2C=C(COC12)[N+](=O)[O-])N1CCN(CC1)C(=O)OC(C)(C)C